3-oxo-4H-1,4-benzoxazine-6-sulfonic acid O=C1COC2=C(N1)C=C(C=C2)S(=O)(=O)O